neodymium bis-(2-ethylhexyl) phosphate P(=O)(OCC(CCCC)CC)(OCC(CCCC)CC)[O-].[Nd+3].C(C)C(COP(=O)(OCC(CCCC)CC)[O-])CCCC.C(C)C(COP(=O)(OCC(CCCC)CC)[O-])CCCC